5-((tert-Butoxycarbonyl)(methyl)amino)pentyl 4-methylbenzenesulfonate CC1=CC=C(C=C1)S(=O)(=O)OCCCCCN(C)C(=O)OC(C)(C)C